C(C)(C)(C)[Si](OC(CCCCCCCCO)CCCCCCCCO)(C)C 9-(tert-butyl-dimethyl-silanyloxy)-heptadecane-1,17-diol